N1=C(NC2=C1C=CC=C2)SC(C(=O)OCC)C ethyl 2-(benzimidazol-2-ylthio)propionate